C(C(O)C)(=O)O Z-(+)-lactic acid